NCC(=O)C(C(=O)O)C Aminoacetylpropionic acid